2-((Benzyloxy)methyl)-4-cyclopropyl-1-(5,6-dichloro-isoindolin-2-yl)butane-1,4-dione C(C1=CC=CC=C1)OCC(C(=O)N1CC2=CC(=C(C=C2C1)Cl)Cl)CC(=O)C1CC1